(S)-6-(4-(3-(methyl((1-(6-oxo-5-(trifluoromethyl)-1,6-dihydropyridazin-4-yl)pyrrolidin-2-yl)methyl)amino)propanoyl)piperazin-1-yl)nicotinonitrile CN(CCC(=O)N1CCN(CC1)C1=NC=C(C#N)C=C1)C[C@H]1N(CCC1)C=1C=NNC(C1C(F)(F)F)=O